C(CCCCCCCCCCCCC)(=O)OC(CCCCCCCCCCCCCCCCCCCCC)=O behenoyl myristate